C(CC)[NH3+] n-propylammonium